1-(5-bromo-6-methylpyridin-2-yl)ethan-1-one BrC=1C=CC(=NC1C)C(C)=O